NC=1SC(=CN1)C(=O)NC1=C(C=C(C(=C1)C(NC1=NC=C(C=C1)OCC(F)(F)F)=O)F)F 2-Amino-N-[2,4-difluoro-5-[[5-(2,2,2-trifluoroethoxy)pyridin-2-yl]carbamoyl]phenyl]-1,3-thiazole-5-carboxamide